1,1'-bis(diphenyl-phosphino)ferrocene palladium(II) dichloride [Pd](Cl)Cl.C1(=CC=CC=C1)P([C-]1C=CC=C1)C1=CC=CC=C1.[C-]1(C=CC=C1)P(C1=CC=CC=C1)C1=CC=CC=C1.[Fe+2]